C(#C)C1CC(C1)OCC1=CC=CC=C1 ((3-ethynylcyclobutoxy)methyl)benzene